FC(C(=O)O)(F)F.C1(=CC=CC2=CC=CC=C12)C(=O)N 1-naphthamide trifluoroacetate